4-Bromo-2-[(3R)-3-methyl-[1,4'-bipiperidine]-1'-yl]-1,3-thiazole-5-carboxylic acid BrC=1N=C(SC1C(=O)O)N1CCC(CC1)N1C[C@@H](CCC1)C